NC1=C(SC2=NC(=CC=C21)C)C(=O)N[C@H]2COC1=C(C2)C(=CC(=C1F)N1[C@@H]2CN[C@H](C1)C2)F 3-amino-N-[(3R)-7-[(1S,4S)-2,5-diazabicyclo[2.2.1]heptan-2-yl]-5,8-difluoro-3,4-dihydro-2H-1-benzopyran-3-yl]-6-methylthieno[2,3-b]pyridine-2-carboxamide